C(C)OP(=O)(OCC)CC=C(C(=O)OC)C methyl 4-(diethoxy-phosphoryl)-2-methyl-but-2-enoate